2-(2-amino-1-methylethoxy)ethanol NCC(OCCO)C